BrC=1C(=C(OC=2C=C(C#N)C=CC2)C=CC1)[N+](=O)[O-] 3-(3-bromo-2-nitrophenoxy)benzonitrile